1-(2-chloro-6-fluoropyridin-3-yl)ethyl (4-(5-aminopyridin-2-yl)-1-methyl-1H-1,2,3-triazol-5-yl)carbamate NC=1C=CC(=NC1)C=1N=NN(C1NC(OC(C)C=1C(=NC(=CC1)F)Cl)=O)C